CC=1C=CC(=C2C=CC(=NC12)C=1OC2=C(C1C)C=CC=C2)OCCC2=CC=CC=C2 8-methyl-2-(3-methyl-1-benzofuran-2-yl)-5-(2-phenylethoxy)quinoline